3-(furan-3-yl)propionic acid O1C=C(C=C1)CCC(=O)O